ClC=1C=C(C=CC1F)NC(=O)C1=C(N=CN1C)C1CC2CC(CC2C1)=O N-(3-Chloro-4-fluorophenyl)-1-methyl-4-(5-oxooctahydropentalen-2-yl)-1H-imidazole-5-carboxamide